5-fluoro-N-[(1s,4s)-4-({2-cyanoimidazo[1,2-a]pyridin-5-yl}amino)cyclohexyl]-1-benzofuran-2-carboxamide FC=1C=CC2=C(C=C(O2)C(=O)NC2CCC(CC2)NC2=CC=CC=3N2C=C(N3)C#N)C1